methyl-3-pentene CCCC=CC